C(#N)C1=C(C=C(C=C1)NC(C(CSC1=CC=C(C=C1)F)(C)O)=O)C(F)(F)F N-(4-cyano-3-(trifluoromethyl)phenyl)-3-((4-fluorophenyl)thio)-2-hydroxy-2-methylpropanamide